N1C=C(C=CC=C1)NC=1C2=C(N=CN1)C(=CC(=N2)C2=CC=C(C=C2)CN2CCOCC2)C(=O)N (S)-4-(azepin-3-ylamino)-6-(4-(morpholinomethyl)phenyl)pyrido[3,2-d]pyrimidine-8-carboxamide